2'-[6-amino-5-(difluoromethoxy)pyridin-3-yl]-N-[(1R)-1-phenylethyl]-5',6'-dihydrospiro[pyrrolidine-3,4'-pyrrolo[1,2-b]pyrazole]-1-carboxamide NC1=C(C=C(C=N1)C=1C=C2N(N1)CCC21CN(CC1)C(=O)N[C@H](C)C1=CC=CC=C1)OC(F)F